N-(3-amino-3-oxo-propyl)-N-(6-bromo-3-pyridinyl)carbamic acid 9H-fluoren-9-ylmethyl ester C1=CC=CC=2C3=CC=CC=C3C(C12)COC(N(C=1C=NC(=CC1)Br)CCC(=O)N)=O